C(CCC)OC=1N=C(C2=C(N1)C(=CN2)CC2=CC=C(C=C2)CN2CCN(CC2)C)N 2-butoxy-7-(4-((4-methylpiperazin-1-yl)methyl)benzyl)-5H-pyrrolo[3,2-d]pyrimidin-4-amine